[Cl-].CN(C)C1=C(C=CC=C1)C1=CC=C(C(C2=CC=C(C=C2)C2=C(C=CC=C2)N(C)C)C2C=CC(C=C2)=[N+](C)C)C=C1 (4-(4,4'-bis(dimethylaminophenyl)benzhydryl)cyclohex-2,5-dien-1-ylidene)dimethylammonium chloride